4-(5-Methyl-2-((1-(1-(3-methyloxetane-3-carbonyl)piperidin-4-yl)-1H-pyrazol-4-yl)amino)pyrimidin-4-yl)benzoic Acid CC=1C(=NC(=NC1)NC=1C=NN(C1)C1CCN(CC1)C(=O)C1(COC1)C)C1=CC=C(C(=O)O)C=C1